ClC1=C(C=CC=2N(N=NC21)CC)[C@H](CC(=O)OCC2=CC=CC=C2)C2=CC(=C(C=C2)C)CO (R)-benzyl 3-(4-chloro-1-ethyl-1H-benzo[d][1,2,3]triazol-5-yl)-3-(3-(hydroxymethyl)-4-methylphenyl)propanoate